C1(=CC=CC=C1)C1N=C(OC1)C1=NC(=CC=C1)C=1OCC(N1)C1=CC=CC=C1 2,6-Bis[4-phenyl-2-oxazolinyl]pyridine